2-Amino-N-[2-chloro-5-(cyclopropylcarbamoyl)-4-fluorophenyl]-1,3-thiazole-5-carboxamide NC=1SC(=CN1)C(=O)NC1=C(C=C(C(=C1)C(NC1CC1)=O)F)Cl